C(CS(=O)(=O)[O-])S(=O)(=O)[O-].[Li+].[Li+] lithium 1,2-ethanedisulfonate